4-carbamoyl-4-(pyridin-3-yl)piperidine-1-carboxylic acid tert-butyl ester C(C)(C)(C)OC(=O)N1CCC(CC1)(C=1C=NC=CC1)C(N)=O